N-(2-hydroxy-3-(3-(tris(trimethylsilyloxy)-silyl)propyloxy)propyl)-2-methyl-acrylamide OC(CNC(C(=C)C)=O)COCCC[Si](O[Si](C)(C)C)(O[Si](C)(C)C)O[Si](C)(C)C